BrC1=C(C(=C2C(=NC(=NC2=C1F)SC)N1C[C@H]2CC[C@@H](C1)N2C(=O)OC(C)(C)C)F)C2=CC(=CC1=CC=CC(=C21)F)OCOC tert-butyl (1R,5S)-3-(7-bromo-5,8-difluoro-6-(8-fluoro-3-(methoxymethoxy)naphthalen-1-yl)-2-(methylthio)quinazolin-4-yl)-3,8-diazabicyclo[3.2.1]octane-8-carboxylate